aminoquinoline hafnium chloride [Cl-].[Hf+4].NC1=NC2=CC=CC=C2C=C1.[Cl-].[Cl-].[Cl-]